N-(2,2-dimethyltetrahydro-2H-pyran-4-yl)-5-(imidazo[1,2-a]pyrimidin-6-yl)-4-methoxypyrrolo[2,1-f][1,2,4]triazin-2-amine CC1(OCCC(C1)NC1=NN2C(C(=N1)OC)=C(C=C2)C=2C=NC=1N(C2)C=CN1)C